methyl 3-(3-(1-(1-((R)-1-(2,4-dichlorophenyl) ethyl)-2-(trifluoromethyl)-1H-benzo[d]imidazol-6-yl) azetidin-3-yl) piperidin-1-yl)-1-methylcyclobutane-1-carboxylate ClC1=C(C=CC(=C1)Cl)[C@@H](C)N1C(=NC2=C1C=C(C=C2)N2CC(C2)C2CN(CCC2)C2CC(C2)(C(=O)OC)C)C(F)(F)F